4-{5-[hydroxy(phenyl)methyl]-1,3-oxazol-2-yl}piperazine-1-carboxylic acid 9H-fluoren-9-ylmethyl ester C1=CC=CC=2C3=CC=CC=C3C(C12)COC(=O)N1CCN(CC1)C=1OC(=CN1)C(C1=CC=CC=C1)O